N1=CN(C=C1)C=O Imidazole-3-carbaldehyde